C(C1=CC=CC=C1)(=O)OCC(COS(=O)(=O)ON1[C@@H]2CC[C@H](N(C1=O)C2)C(N)=O)(C)C 3-(((((1R,2S,5R)-2-carbamoyl-7-oxo-1,6-diazabicyclo[3.2.1]octan-6-yl)oxy)sulfonyl)oxy)-2,2-dimethylpropyl benzoate